tert-butyl 4-(4-(5-fluoroisoindoline-2-carboxamido)phenyl)-3,6-dihydropyridine-1(2H)-carboxylate FC=1C=C2CN(CC2=CC1)C(=O)NC1=CC=C(C=C1)C=1CCN(CC1)C(=O)OC(C)(C)C